COC=1C=CC(=NC1C)[C@@H]1CC[C@H](CC1)C=O trans-4-(5-Methoxy-6-methylpyridin-2-yl)cyclohexanecarbaldehyde